7-Chloro-5-methoxy-1-(2-methylpyridin-3-yl)-1,4-dihydroquinoxaline-2,3-dione ClC1=CC(=C2NC(C(N(C2=C1)C=1C(=NC=CC1)C)=O)=O)OC